N-(3-((1s,3s)-3-(cyanomethyl)-1-(4-methyl-4H-1,2,4-triazol-3-yl)cyclobutyl)phenyl)-7-((dimethylamino)methyl)-3,3-dimethyl-2,3-dihydrofuro[3,2-b]pyridine-5-carboxamide C(#N)CC1CC(C1)(C1=NN=CN1C)C=1C=C(C=CC1)NC(=O)C1=CC(=C2C(=N1)C(CO2)(C)C)CN(C)C